4-chloro-6-hydroxy-2-(pyridin-2-yl)pyrimidine-5-carboxylic acid ClC1=NC(=NC(=C1C(=O)O)O)C1=NC=CC=C1